seryl vaccenate C(CCCCCCCCC\C=C\CCCCCC)(=O)OC([C@@H](N)CO)=O